BrC=1C=C(C=CC1)NCC1=CC=CC=C1 N-(3-bromophenyl)-benzylamine